(S)-4-(3-(1-acryloylpyrrolidin-2-yl)-8-cyclopropylimidazo[1,5-a]pyrazin-1-yl)-N-(pyridin-2-yl)benzamide C(C=C)(=O)N1[C@@H](CCC1)C1=NC(=C2N1C=CN=C2C2CC2)C2=CC=C(C(=O)NC1=NC=CC=C1)C=C2